COC(C(CC=1OC(=CC1)C)NS(=O)(=O)C1=CC=C(C=C1)N1N=C(C=C1C1=CC=C(C=C1)C)C(F)(F)F)OC N-(1,1-dimethoxy-3-(5-methylfuran-2-yl)propan-2-yl)-4-(5-(p-tolyl)-3-(trifluoromethyl)-1H-pyrazol-1-yl)benzenesulfonamide